C(C)N1N=C(C2=NC=CC=C21)C 1-Ethyl-3-methyl-1H-pyrazolo[4,3-b]pyridine